2-(4-fluorophenyl)cyclopropane-1-carboxylic acid FC1=CC=C(C=C1)C1C(C1)C(=O)O